5-(4-((3-ethyl-5-fluoro-2,4-dioxo-1,2,3,4-tetrahydroquinazolin-7-yl)methyl)piperazin-1-yl)-6-fluoro-N-cyclopropylpyridinamide C(C)N1C(NC2=CC(=CC(=C2C1=O)F)CN1CCN(CC1)C=1C=CC(=NC1F)C(=O)NC1CC1)=O